1-(3-((2-((1-(1-ethylpiperidin-4-yl)-3-methyl-1H-pyrazol-4-yl)amino)-5-(trifluoromethyl)pyrimidin-4-yl)amino)propyl)azepin-2-one C(C)N1CCC(CC1)N1N=C(C(=C1)NC1=NC=C(C(=N1)NCCCN1C(CC=CC=C1)=O)C(F)(F)F)C